C(C)N1N=NC(=C1)C1=CC(=C(C(=O)N([C@H]2CNCCC2)C2=NC=CC3=CC(=CC(=C23)C)OC([2H])([2H])[2H])C=C1)F (R)-4-(1-ethyl-1H-1,2,3-triazol-4-yl)-2-fluoro-N-(6-(methoxy-d3)-8-methylisoquinolin-1-yl)-N-(piperidin-3-yl)benzamide